ClC=1C=C(OCC(=O)N)C=C(C1CC=1C=C(C(=CC1)O)C1=CC=C(C=C1)Cl)Cl 2-(3,5-dichloro-4-((4'-chloro-6-hydroxy-[1,1'-biphenyl]-3-yl)methyl)phenoxy)acetamide